2,2'-binaphthalene-1,1',3,3',4,4',5,5',6',7,7',8,8'-d13 C1(=C(C(=C(C=2C(=CC(=C(C12)[2H])[2H])[2H])[2H])[2H])C1=C(C2=C(C(=C(C(=C2C(=C1[2H])[2H])[2H])[2H])[2H])[2H])[2H])[2H]